butyl 3-[4-[3-(2,2-dimethylpropyl)triazol-4-yl]phenyl]azetidine-1-carboxylate CC(CN1N=NC=C1C1=CC=C(C=C1)C1CN(C1)C(=O)OCCCC)(C)C